(2S,4S)-1-((R)-2-(1-fluorocyclopropane-1-carboxamido)-3-methyl-3-(tritylthio)butanoyl)-4-hydroxy-N-(4-(4-methylthiazol-5-yl)benzyl)pyrrolidine-2-carboxamide FC1(CC1)C(=O)N[C@H](C(=O)N1[C@@H](C[C@@H](C1)O)C(=O)NCC1=CC=C(C=C1)C1=C(N=CS1)C)C(C)(SC(C1=CC=CC=C1)(C1=CC=CC=C1)C1=CC=CC=C1)C